O1CC[SH2](CC1)=O 1,4λ6-oxathiane 4-oxide